2,4-Bis(hydroxymethyl)-1,3,5-pentantriol OCC(CO)C(C(CO)CO)O